FC1=CC(=C2CCN(CC2=C1)C(=O)OC(C)(C)C)CO tert-butyl 7-fluoro-5-(hydroxymethyl)-3,4-dihydroisoquinoline-2(1H)-carboxylate